N1(CCOCC1)C1=CC=C(C=N1)C=O [6-(morpholin-4-yl)pyridin-3-yl]methanone